N'-[(4,6-difluoro-1-methyl-indol-5-yl)methyl]-N-methyl-acetohydrazide FC1=C2C=CN(C2=CC(=C1CNN(C(C)=O)C)F)C